ClC1=CC=C(COC2=CC=C(OCCOCCNC3CCCC3)C=C2)C=C1 N-(2-(2-(4-((4-chlorobenzyl)oxy)phenoxy)ethoxy)ethyl)cyclopentylamine